6-ethoxy-2-[2-fluoro-4-(1-fluorocyclopropyl)phenyl]-2,5-dihydro-4H-pyrazolo[3,4-d]pyrimidin-4-one C(C)OC=1NC(C=2C(N1)=NN(C2)C2=C(C=C(C=C2)C2(CC2)F)F)=O